C1(CC1)C1=NC=2N(C=C1)N=CC2C(=O)NC2=CC(=CC=C2)C=2C=NN(C2)C 5-Cyclopropyl-N-(3-(1-methyl-1H-pyrazol-4-yl)phenyl)pyrazolo[1,5-a]pyrimidine-3-carboxamide